N-(2,2-difluoro-propyl)-2-(3-pyridinyl)-2H-indazole-5-carboxamide FC(CNC(=O)C1=CC2=CN(N=C2C=C1)C=1C=NC=CC1)(C)F